C1CC(=O)NC(=O)C1 The molecule is a dicarboximide that is piperidine which is substituted by oxo groups at positions 2 and 6. It is a member of piperidones and a dicarboximide.